COC1=C(C=C(C=C1)C=CC)OC 1,2-dimethoxy-4-prop-1-enyl-benzene